O=C1N(C(C=C1)=O)CCCCC(=O)O 5-(2,5-dioxo-2,5-dihydro-1H-pyrrol-1-yl)pentanoic acid